C(#N)C(C)(C)C1=NOC(=C1)N1C(O[C@]2(C1)C[C@@](CCC2)(C)CN2C=NC1=C2C=C(C=C1)C#N)=O 1-(((5S,7S)-3-(3-(2-cyanopropan-2-yl)isoxazol-5-yl)-7-methyl-2-oxo-1-oxa-3-azaspiro[4.5]decan-7-yl)methyl)-1H-benzo[d]imidazole-6-carbonitrile